C1(CC1)C1=C(C(=NO1)C1=C(C=C(C=C1Cl)F)Cl)COC1C[C@H]2CC[C@@H](C1)N2C(=O)N2CCC1=CC(=CC=C21)C(=O)O 1-((1R,3R,5S)-3-((5-cyclopropyl-3-(2,6-dichloro-4-fluorophenyl)isoxazol-4-yl)methoxy)-8-azabicyclo[3.2.1]octane-8-carbonyl)indoline-5-carboxylic acid